1-((S)-1-((2S,4R)-2-(((R)-3-([1,1'-biphenyl]-4-yl)-1-amino-1-oxopropan-2-yl)carbamoyl)-4-hydroxypyrrolidin-1-yl)-3,3-dimethyl-1-oxobutan-2-yl)-1H-1,2,3-triazole-4-carboxylic acid C1(=CC=C(C=C1)C[C@H](C(=O)N)NC(=O)[C@H]1N(C[C@@H](C1)O)C([C@H](C(C)(C)C)N1N=NC(=C1)C(=O)O)=O)C1=CC=CC=C1